2-((4-(4-hydroxy-3-isopropylbenzyl)naphthalen-1-yl)oxy)acetic acid OC1=C(C=C(CC2=CC=C(C3=CC=CC=C23)OCC(=O)O)C=C1)C(C)C